O1CCN(CC1)C=1C=2N(N=C(C1)NC1CNCCC1)C=CN2 8-morpholino-N-(piperidin-3-yl)imidazo[1,2-b]pyridazin-6-amine